4-(4-chlorophenylmethyl)piperazine ClC1=CC=C(C=C1)CN1CCNCC1